(3S,4S)-1-cyclohexyl-4-{[5-(2,4-difluoro-phenyl)-isoxazole-3-carbonyl]-amino}-piperidine-3-carboxylic acid methyl ester COC(=O)[C@H]1CN(CC[C@@H]1NC(=O)C1=NOC(=C1)C1=C(C=C(C=C1)F)F)C1CCCCC1